C(C)OC(CC(=O)NCC1(CCC1)C(=O)OCC)=O Ethyl 1-((3-ethoxy-3-oxopropanamido)methyl)cyclobutanecarboxylate